((1R,3S,5s,7s)-2-(5-(3-cyano-6-(1-methyl-1H-pyrazol-4-yl)pyrazolo[1,5-a]pyridin-4-yl)pyrazin-2-yl)-2-azaadamantan-5-yl)carbamic acid tert-butyl ester C(C)(C)(C)OC(NC12C[C@H]3N([C@H](CC(C1)C3)C2)C2=NC=C(N=C2)C=2C=3N(C=C(C2)C=2C=NN(C2)C)N=CC3C#N)=O